NC1=C(C2=C(S1)C(=CC=C2C2=C(C=C1C(=NC(=NC1=C2F)OC[C@]21CCCN1C[C@@H](C2)F)N2C[C@@H](CCC2)C#N)Cl)F)C#N (3R)-1-(7-(2-Amino-3-cyano-7-fluorobenzo[b]thiophen-4-yl)-6-chloro-8-fluoro-2-(((2R,7aS)-2-fluorotetrahydro-1H-pyrrolizin-7a(5H)-yl)methoxy)quinazolin-4-yl)piperidine-3-carbonitrile